Cl.Cl.CN1N=CC(=C1)C=1N=C(C=2N(C1)N=CN2)N2CCC(CC2)CN (1-(6-(1-methyl-1H-pyrazol-4-yl)-[1,2,4]triazolo[1,5-a]pyrazin-8-yl)piperidin-4-yl)methanamine dihydrochloride